2,6-Difluoro-3-(1-methyl-6-(2-phenylmorpholino)-1H-pyrazolo[3,4-d]pyrimidin-3-yl)-5-(trifluoromethyl)phenol FC1=C(C(=C(C=C1C1=NN(C2=NC(=NC=C21)N2CC(OCC2)C2=CC=CC=C2)C)C(F)(F)F)F)O